ethyl 3-(2-cyanophenyl)-2,3-dibromopropionate C(#N)C1=C(C=CC=C1)C(C(C(=O)OCC)Br)Br